2-(4-chlorophenyl)-1-(6-(3-(2-methoxyphenyl)propyl)-2,6-diazaspiro[3.3]heptan-2-yl)ethanone ClC1=CC=C(C=C1)CC(=O)N1CC2(C1)CN(C2)CCCC2=C(C=CC=C2)OC